2-(3-(2,6-dioxo-piperidin-3-yl)-4-methylphenoxy)acetamide O=C1NC(CCC1C=1C=C(OCC(=O)N)C=CC1C)=O